bis(tri(2-ethylhexyl)phosphine) nickel dichloride [Ni](Cl)Cl.C(C)C(CP(CC(CCCC)CC)CC(CCCC)CC)CCCC.C(C)C(CP(CC(CCCC)CC)CC(CCCC)CC)CCCC